2-(3,6-dihydro-2H-pyran-4-yl)-3-fluoromethyl-pyridine O1CCC(=CC1)C1=NC=CC=C1CF